tert-butyl-(3-chloro-4-((trimethylsilyl)ethynyl)phenoxy)dimethylsilane C(C)(C)(C)[Si](C)(C)OC1=CC(=C(C=C1)C#C[Si](C)(C)C)Cl